2-[(3R)-3-[(tert-butoxy)carbonyl](methyl)aminopyrrolidin-1-yl]-4-ethoxypyrimidine-5-carboxylic acid C(C)(C)(C)OC(=O)[C@H]1C(N(CC1)C1=NC=C(C(=N1)OCC)C(=O)O)NC